FC1=C2C=C(C(NC2=CC(=C1)CO)=O)C 5-fluoro-7-(hydroxymethyl)-3-methyl-1H-quinolin-2-one